(R)-4-(N-(4-cyclopentylbenzyl)-1-((perfluorophenyl)sulfonyl)azetidine-2-carboxamido)-2-hydroxybenzoic acid C1(CCCC1)C1=CC=C(CN(C(=O)[C@@H]2N(CC2)S(=O)(=O)C2=C(C(=C(C(=C2F)F)F)F)F)C2=CC(=C(C(=O)O)C=C2)O)C=C1